(3-Amino-4-methylpyridin-2-yl)(7-fluoro-1H-indazol-4-yl)methanone NC=1C(=NC=CC1C)C(=O)C1=C2C=NNC2=C(C=C1)F